C1(CC1)S(=O)(=O)N1CCN(CC1)C=1N=CC=C(C(=O)O)C1 6-(4-(cyclopropylsulfonyl)piperazin-1-yl)isonicotinic Acid